C(C=CCCCCCCCCCCCCCCC)(=O)OCC(OC(C=CC=C\C=C/C=CCCCCCCCCCCCCC)=O)COP(=O)([O-])OCC[N+](C)(C)C 1-(9Z-octadecenoyl)-2-(7Z,10Z,13Z,16Z-docosatetraenoyl)-glycero-3-phosphocholine